5-chloro-2-(5-((cyclohexyl(methyl)amino)methyl)-1H-tetrazol-1-yl)benzonitrile ClC=1C=CC(=C(C#N)C1)N1N=NN=C1CN(C)C1CCCCC1